4-((1S,2S)-2-(6-(2,4-dioxo-1,2,3,4-tetrahydropyrimidin-5-yl)imidazo[1,2-b]pyridazin-8-yl)cyclopropyl)-2,3-difluorobenzonitrile O=C1NC=C(C(N1)=O)C=1C=C(C=2N(N1)C=CN2)[C@@H]2[C@H](C2)C2=C(C(=C(C#N)C=C2)F)F